C(C1=CC=CC=C1)O[C@H]([C@@H](C(=O)NC)NC(OC(C)(C)C)=O)C tert-butyl ((2S,3S)-3-(benzyloxy)-1-(methylamino)-1-oxobutan-2-yl)carbamate